phenyl (8-fluoro-2-methyl-[1,2,4]triazolo[1,5-a]pyridin-6-yl)carbamate FC=1C=2N(C=C(C1)NC(OC1=CC=CC=C1)=O)N=C(N2)C